ClC1=C(C=C(C(=C1)F)C1=C(C(=C(C(=C1F)F)F)F)F)O[C@H](C(=O)N1[C@@H](CCC1)C(=O)OC)C methyl ((S)-2-((4-chloro-2',3',4',5',6,6'-hexafluoro-[1,1'-biphenyl]-3-yl)oxy)propanoyl)-L-prolinate